N1(CCCC1)CCNC(OC(CCCO[Si](C)(C)C(C)(C)C)CCCCC)=O 1-((tert-butyldimethylsilyl)oxy)nonan-4-yl (2-(pyrrolidin-1-yl)ethyl)carbamate